4,4'-bis(9-carbazolyl)-2,2'-biphenyl C1=CC=CC=2C3=CC=CC=C3N(C12)C1=CC(=CC=C1)C1=CC=CC(=C1)N1C2=CC=CC=C2C=2C=CC=CC12